tert-butyl (1R,2S)-2-[1-(tert-butoxycarbonyl)-3-{[2-methoxy-5-(1,3-thiazol-4-yl)phenyl]amino}indazol-6-yl]-5'-methoxy-2'-oxospiro[cyclopropane-1,3'-indole]-1'-carboxylate C(C)(C)(C)OC(=O)N1N=C(C2=CC=C(C=C12)[C@@H]1C[C@@]12C(N(C1=CC=C(C=C21)OC)C(=O)OC(C)(C)C)=O)NC2=C(C=CC(=C2)C=2N=CSC2)OC